OCC1=CC=C(O1)C(=O)N1CC2(CC1)CCC(CC2)NC2=C(C=C(C(=C2)C(F)(F)F)F)F [5-(hydroxymethyl)-2-furyl]{(5s,8s)-8-[2,4-difluoro-5-(trifluoromethyl)phenylamino]-2-aza-2-spiro[4.5]decyl}methanone